5-(3-(4-(dimethylamino)cyclopent-1-en-1-yl)-2-fluoro-6-hydroxyphenyl)-1,2,5-thiadiazolidin-3-one 1,1-dioxide CN(C1CC=C(C1)C=1C(=C(C(=CC1)O)N1CC(NS1(=O)=O)=O)F)C